7-chloro-3-(3-chlorophenyl)-3,4-dihydroacridine-1,9(2H,10H)-dione ClC1=CC=C2NC=3CC(CC(C3C(C2=C1)=O)=O)C1=CC(=CC=C1)Cl